N[C@H]([C@H](CC(C(=O)O)=O)O)[C@@H](O)[C@H](O)[C@H](O)CO 5-Amino-3,5-dideoxy-D-glycero-D-galacto-non-2-ulosonic acid